OC1=NC(=CC=C1S(=O)(=O)N1[C@@H](CCC1)C(=O)OC)C methyl ((2-hydroxy-6-methyl pyridin-3-yl)sulfonyl)-L-prolinate